2-(2-(thiophen-2-yl)ethyl)-1,2,3,4-tetrahydroisoquinoline S1C(=CC=C1)CCN1CC2=CC=CC=C2CC1